COCC12C(C(CC2C1)CC=C(CO)C)(C)C 4-[1-(methoxymethyl)-2,2-dimethyl-3-bicyclo[3.1.0]hexyl]-2-methyl-but-2-en-1-ol